N1C=NC(=C1)[C@@H]1CN(C[C@H](O1)C)C1=NC(=NC=C1)C1=CN=C2N1C=C(N=C2)C(F)(F)F trans-2-(1H-imidazol-4-yl)-6-methyl-4-(2-(6-(trifluoromethyl)imidazo[1,2-a]pyrazin-3-yl)pyrimidin-4-yl)morpholine